7-(2-((6-cyclopropyl-1,2,3,4-tetrahydroisoquinolin-7-yl)amino)-5-(trifluoromethyl)pyrimidin-4-yl)-4-methyl-3,4-dihydrothieno[2,3-f][1,4]thiazepin-5(2H)-one 1,1-dioxide C1(CC1)C=1C=C2CCNCC2=CC1NC1=NC=C(C(=N1)C1=CC2=C(C(N(CCS2(=O)=O)C)=O)S1)C(F)(F)F